tert-butyl 3-(2-(N-(tert-butoxycarbonyl) sulfamoylamino) ethyl)-3-phenylazetidine-1-carboxylate C(C)(C)(C)OC(=O)NS(=O)(=O)NCCC1(CN(C1)C(=O)OC(C)(C)C)C1=CC=CC=C1